5-(3-methylcinnolin-6-yl)thiazol-2-amine CC=1N=NC2=CC=C(C=C2C1)C1=CN=C(S1)N